BrC1=NC=CC(=C1)C(CC(=O)O)CC(=O)O 3-(2-bromopyridin-4-yl)glutaric acid